FC(C)(OC[C@H]1N(C[C@@H](C1)OC1=CC=C(C=C1)C(F)(F)F)C1=CC=C(C(=O)OC)C=C1)F methyl 4-((2S,4R)-2-((1,1-difluoroethoxy)methyl)-4-(4-(trifluoromethyl)phenoxy)pyrrolidin-1-yl)benzoate